1-(4-bromophenoxy)-3-methylbutane-2,3-diol BrC1=CC=C(OCC(C(C)(O)C)O)C=C1